COC1=CC=C2C=3C=CN=C(C3N(C2=C1)C(CC#C)C)C 4-(7-Methoxy-1-methyl-β-carbolin-9-yl)-pentan-1-yne